2-methylamino-1-(thiophen-2-yl)ethanone iron (II) [Fe+2].CNCC(=O)C=1SC=CC1